ClC1=C(CN2[C@@H](C[C@@](CC2)(C(=O)O)CC2=NC(=CC=C2F)NC2=NNC(=C2)C)C)C=CC=C1Cl (2R,4R)-1-(2,3-dichlorobenzyl)-4-((3-fluoro-6-((5-methyl-1H-pyrazol-3-yl)amino)pyridin-2-yl)methyl)-2-methylpiperidine-4-carboxylic acid